tert-butyl 9-(2,6-dimethyl-4-prop-1-ynyl-phenyl)-8-methoxy-10-oxo-3-azaspiro[5.5]undec-4,8-diene-3-carboxylate CC1=C(C(=CC(=C1)C#CC)C)C1=C(CC2(C=CN(CC2)C(=O)OC(C)(C)C)CC1=O)OC